(3-{2-[(3-{[(tert-butyldimethylsilyl) oxy] methyl}-hexahydropyrrolizin-7a-yl) methoxy]-7-chloro-8-fluoropyrido[4,3-d]pyrimidin-4-yl}-3,8-diazabicyclo[3.2.1]octan-8-yl) formate C(=O)ON1C2CN(CC1CC2)C=2C1=C(N=C(N2)OCC23CCCN3C(CC2)CO[Si](C)(C)C(C)(C)C)C(=C(N=C1)Cl)F